BrC1=C(C=CC=C1)C1=C(C(=CC(=C1)F)F)F 2'-bromo-2,3,5-trifluoro-1,1'-biphenyl